Rac-tert-butyl [2-{2-[(2-chloro-6-fluorophenyl)carbamoyl]-4-fluoro-5-(3-oxo-5,6,7,8-tetrahydro-[1,2,4]triazolo[4,3-a]pyridin-2(3H)-yl)phenoxy}propyl]carbamate ClC1=C(C(=CC=C1)F)NC(=O)C1=C(O[C@@H](CNC(OC(C)(C)C)=O)C)C=C(C(=C1)F)N1N=C2N(CCCC2)C1=O |r|